NCC=1C=NC(=NC1)C1=C(C=C(C#N)C=C1)OC1=NC(=NC(=C1)N(C(C)C)C)C 4-[5-(aminomethyl)pyrimidin-2-yl]-3-[2-methyl-6-[methyl(propan-2-yl)amino]pyrimidin-4-yl]oxybenzonitrile